5-(hydroxymethyl)furan-2-formaldehyde OCC1=CC=C(O1)C=O